tert-butyl 3-[4-cyclopropyl-6-[8-ethynyl-7-fluoro-3-(methoxymethoxy)-1-naphthyl]-5-fluoro-2,7-naphthyridin-1-yl]-3,8-diazabicyclo[3.2.1]octane-8-carboxylate C1(CC1)C1=CN=C(C2=CN=C(C(=C12)F)C1=CC(=CC2=CC=C(C(=C12)C#C)F)OCOC)N1CC2CCC(C1)N2C(=O)OC(C)(C)C